(S)-2-(2-(difluoromethyl)nicotinamido)-4-((2-isopropoxyethyl)(4-(5,6,7,8-tetrahydro-1,8-naphthyridin-2-yl)butyl)amino)butanoic acid FC(C1=C(C(=O)N[C@H](C(=O)O)CCN(CCCCC2=NC=3NCCCC3C=C2)CCOC(C)C)C=CC=N1)F